OC1=CC=C(C=C1)C(C1=CC=CC=C1)(C1=CC=CC=C1)C1=CC=C(C=C1)O bis-(4-hydroxyphenyl)-diphenylmethane